FC(F)(F)C=1NC2=C(C=NC=C2)N1 (trifluoromethyl)imidazo[4,5-c]pyridin